2,6-bis((cyclohexyloxy)methoxy)-3'-methyl-4-pentyl-1,1'-biphenyl C1(CCCCC1)OCOC1=C(C(=CC(=C1)CCCCC)OCOC1CCCCC1)C1=CC(=CC=C1)C